SC=1SC2=C(N1)C=C(C=C2)C#N 2-mercaptobenzo[d]thiazole-5-carbonitrile